N-hydroxyN-octanoylamide O[N-]C(CCCCCCC)=O